[Cl-].C[C@@H]1CC[C@H](CC1)[C@@H](C(NC1=CC=C(C=C1)C1CCOCC1)=O)[NH3+] {(1S)-1-(trans-4-Methylcyclohexyl)-2-oxo-2-[4-(tetrahydropyran-4-yl)anilino]ethyl}-ammonium chloride